C1(=CC=CC=C1)CCC(=O)N1CCN(CC1)C=1SC2=C(N1)C=CC(=C2)C(=O)O 2-(4-(3-phenylpropanoyl)piperazin-1-yl)benzo[d]thiazole-6-carboxylic acid